BrC=1N=C(N(N1)C1=NC=C(C=N1)OCC(F)(F)F)C(C)NC(C1=CC(=CC(=C1)C(F)(F)F)C1C(C1)(F)F)=O N-[1-[5-bromo-2-[5-(2,2,2-trifluoroethoxy)pyrimidin-2-yl]-1,2,4-triazol-3-yl]ethyl]-3-(2,2-difluorocyclopropyl)-5-(trifluoromethyl)benzamide